COC1=CC=CC(=N1)N1N=CC=C1 1-(6-methoxypyridin-2-yl)pyrazol